C1(CC1)C=1C=C(C(=NC1)N1CCN(CC1)C(=O)OC(C)(C)C)OC 1-Tert-butyl 4-(5-cyclopropyl-3-methoxypyridin-2-yl)piperazine-1-carboxylate